C=1(C(=CC=CC1)C(=O)OCC[C@H](CC\C=C(\CCC=C(C)C)/C)C)C (S,E)-3,7,11-trimethyl-6,10-dodecadienyl Toluate